4-FLUOROBUTYRALDEHYDE FCCCC=O